1-fluoro-2-iodo-4-methylbenzene FC1=C(C=C(C=C1)C)I